4-hexyl-isophthalaldehyde C(CCCCC)C1=C(C=C(C=O)C=C1)C=O